(7S,9S)-9-acetyl-7-([(2R,4S,5S,6S)-4-amino-5-hydroxy-6-methyloxan-2-yl]oxy)-6,9,11-trihydroxy-5,7,8,9,10,12-hexahydrotetracene-5,12-dione C(C)(=O)[C@]1(C[C@@H](C=2C(=C3C(C=4C=CC=CC4C(C3=C(C2C1)O)=O)=O)O)O[C@@H]1O[C@H]([C@H]([C@H](C1)N)O)C)O